ONC(CC(=O)OCC)=N ethyl 3-(hydroxyamino)-3-iminopropionate